CC=1C=2N(C=C(N1)C)N=C(C2)C=2N=C1N(C(C2)=O)C=C(C=C1)N1CCNCC1 2-(4,6-dimethylpyrazolo[1,5-a]pyrazin-2-yl)-7-(piperazin-1-yl)-4H-pyrido[1,2-a]pyrimidin-4-one